N'-((2,4,5,6-tetrahydro-1H-cyclobuta[f]inden-3-yl)carbamoyl)thiophene-2-sulfonimidamide C1CC=2C1=CC=1CCCC1C2NC(=O)N=S(=O)(N)C=2SC=CC2